4-(6-(6-(6-Methoxynicotinoyl)-3,6-diazabicyclo[3.1.1]hept-3-yl)pyridin-3-yl)-6-(2-morpholinylethoxy)pyrazolo[1,5-a]pyridine-3-carbonitrile COC1=NC=C(C(=O)N2C3CN(CC2C3)C3=CC=C(C=N3)C=3C=2N(C=C(C3)OCCN3CCOCC3)N=CC2C#N)C=C1